NCCCN(C(OC(C)(C)C)=O)CCC1=CC=C(C=C1)F tert-butyl (3-aminopropyl)(4-fluorophenethyl)carbamate